7-[6-(trifluoromethyl)-1,3-benzothiazol-2-yl]-3-oxa-7,9-diazabicyclo[3.3.1]nonane FC(C1=CC2=C(N=C(S2)N2CC3COCC(C2)N3)C=C1)(F)F